2-[(1-tert-butoxycarbonyl-4-piperidyl)methoxy]acetic Acid C(C)(C)(C)OC(=O)N1CCC(CC1)COCC(=O)O